ClC1=CC=C(C=C1)C1=CC=C(C=C1)C=1OC2=C(N1)C=CC=C2 2-(4'-chloro-[1,1']biphenyl-4-yl)-benzooxazole